7-(4-chlorophenyl)-8-(3-chloropyridin-2-yl)-1-methyl-3H-purine-2,6-dione ClC1=CC=C(C=C1)N1C(=NC=2NC(N(C(C12)=O)C)=O)C1=NC=CC=C1Cl